4-(2-(2,6-dimethylphenoxy)-5-(ethylsulfonamido)phenyl)-N-ethyl-6-methyl-7-oxo-6,7-dihydrothieno[2,3-c]pyridine-2-carboxamide CC1=C(OC2=C(C=C(C=C2)NS(=O)(=O)CC)C=2C3=C(C(N(C2)C)=O)SC(=C3)C(=O)NCC)C(=CC=C1)C